ClC1=CC(=C(C=C1Cl)[C@H]1CC(CN1)CC(=O)N)O 2-((5R)-5-(4,5-dichloro-2-hydroxyphenyl)pyrrolidin-3-yl)acetamide